FC1=C(C=C(C=C1F)F)[C@H]1[C@@H](C1)C=1C=2N(N=C(C1)C=1C(NC(NC1)=O)=O)C=CN2 5-(8-((1R,2R)-2-(2,3,5-trifluorophenyl)cyclopropyl)imidazo[1,2-b]pyridazin-6-yl)pyrimidine-2,4(1H,3H)-dione